3-(1-(6-aminopyridin-3-yl)piperidin-3-yl)-1-methylazetidin-3-ol NC1=CC=C(C=N1)N1CC(CCC1)C1(CN(C1)C)O